FC1=C(C=CC(=C1)F)C1=NOC(=N1)[C@@H]1C(C12CCN(CC2)S(=O)(=O)N)(F)F (2R)-2-[3-(2,4-Difluorophenyl)-1,2,4-oxadiazol-5-yl]-1,1-difluoro-6-azaspiro[2.5]octan-6-sulfonamid